2-bromo-5-ethyl-thiazole BrC=1SC(=CN1)CC